phenyl N-[1-(5,7-difluoro-3-methyl-1-benzofuran-2-yl)-2,2,2-trifluoroethyl]carbamate FC=1C=C(C2=C(C(=C(O2)C(C(F)(F)F)NC(OC2=CC=CC=C2)=O)C)C1)F